(S)-2-(4-(4-(1-(pentan-2-yl)-1H-pyrazol-4-yl)pyrazolo[1,5-a]pyrazin-6-yl)-1H-pyrazol-1-yl)propane-1,3-diol C[C@@H](CCC)N1N=CC(=C1)C=1C=2N(C=C(N1)C=1C=NN(C1)C(CO)CO)N=CC2